FC(N1N=CC(=C1)C1=NN2C(=NC=3C=CC=CC3C2=N1)N[C@H]1C(NCCCC1)=O)F (3R)-3-({2-[1-(difluoromethyl)-1H-pyrazol-4-yl][1,2,4]triazolo[1,5-c]quinazolin-5-yl}amino)azepan-2-one